CN([C@H]1CN(CC1)C1=CC=CC(=N1)[C@@H](C)NC(CC)=O)C N-[(1R)-1-{6-[(3R)-3-(dimethylamino)pyrrolidin-1-yl]pyridin-2-yl}ethyl]propanamide